2,4-dimethyl-6-(p-tolyl)-1H-pyrrolo[3,4-c]pyridine-1,3(2H)-dione CN1C(C=2C(=NC(=CC2C1=O)C1=CC=C(C=C1)C)C)=O